C(C=C(C(=O)OCC(C)C)CC(=O)OCC(C)C)(=O)OCC(C)C trans-triisobutyl aconitate